C(C)(=O)O[C@H]1[C@H](O[C@H]([C@@H]([C@H]1N1N=NC(=C1)C1=CC(=C(C(=C1)F)F)F)OC(C)=O)SC(C(C)(C)O)C1=C(C=CC=C1)C)COC(C)=O (2R,3R,4S,5R,6S)-2-(Acetoxymethyl)-6-((2-hydroxy-2-methyl-1-(o-tolyl)propyl)thio)-4-(4-(3,4,5-trifluorophenyl)-1H-1,2,3-triazol-1-yl)tetrahydro-2H-pyran-3,5-diyl diacetate